N-(2-aminoethyl)-3-aminopropyltrimethoxysilane (1R,2R)-2-(2-fluorophenyl)-1-((R)-1-(5-hydroxy-4-oxo-1,4-dihydropyridazin-3-carbonyl)pyrrolidin-2-yl)-2-phenylethyl-methanesulfonate FC1=C(C=CC=C1)[C@H]([C@H]([C@@H]1N(CCC1)C(=O)C1=NNC=C(C1=O)O)CS(=O)(=O)O)C1=CC=CC=C1.NCCNCCC[Si](OC)(OC)OC